N1(CCOCC1)CCN1C(=N\C(\C1=O)=C/C1=CC=C(C=C1)C#C[Si](C)(C)C)C1=CC=CC=C1 (4Z)-1-[2-(morpholin-4-yl)ethyl]-2-phenyl-4-({4-[2-(trimethylsilyl)ethynyl]phenyl}methylidene)-4,5-dihydro-1H-imidazol-5-one